1-(dimethylamino)-3-oxoprop-1-en CN(C=CC=O)C